(R)-1-(4-(3H-[1,2,3]triazolo[4,5-b]pyridin-3-yl)-2-fluoro-N-(piperidin-3-yl)benzamido)-N-isopropylisoquinoline-6-carboxamide N1=NN(C2=NC=CC=C21)C2=CC(=C(C(=O)N([C@H]1CNCCC1)C1=NC=CC3=CC(=CC=C13)C(=O)NC(C)C)C=C2)F